FC=1C=C2C(C(=C(NC2=CC1OC)C)C1=CC=C(C=C1)OC1=CC=C(C=C1)C(F)(F)F)=O 6-fluoro-7-methoxy-2-methyl-3-[4-([4-(trifluoromethyl)phenyl]oxy)phenyl]-1,4-dihydroquinolin-4-one